CC1=C(C=C(C(=C1)O)C)CC1=C(C(=CC(=C1C)C)CC1=C(C=C(C(=C1)C)O)C)O 2,6-bis[(2,5-dimethyl-4-hydroxyphenyl)methyl]-3,4-dimethylphenol